CC=1C=C(C(=O)N[C@H]2CC[C@@H](N(C2)C(=O)OC(C)(C)C)C=2OC(=NN2)OCCOC(F)(F)F)C=C(C1)C tert-butyl (2R,5S)-5-(3,5-dimethylbenzamido)-2-{5-[2-(trifluoromethoxy)ethoxy]-1,3,4-oxadiazol-2-yl}piperidine-1-carboxylate